BrC=1C=C(C=C(C(OC)OC)N)C=C(C1)OC (3-bromo-5-methoxybenzylidene)-2,2-dimethoxyethanamine